ClC=1C(=CC2=C(N(C(N=C2N2C[C@H](N(C[C@@H]2C)C(=O)OC(C)(C)C)C)=O)C=2C(=NC=NC2C(C)C)C(C)C)N1)F (2R,5S)-tert-Butyl 4-(7-chloro-1-(4,6-diisopropylpyrimidin-5-yl)-6-fluoro-2-oxo-1,2-dihydropyrido[2,3-d]pyrimidin-4-yl)-2,5-dimethylpiperazine-1-carboxylate